indenyl-cyclopentadienyl-zirconocene C1(C=CC2=CC=CC=C12)C=1[C-](C=CC1)C1C=CC=C1.[CH-]1C=CC=C1.[Zr+2]